lithium iron fluorosulfate S(=O)(=O)([O-])F.[Fe+2].[Li+].S(=O)(=O)([O-])F.S(=O)(=O)([O-])F